C(N)(=O)C=1C(=C(C=CC1F)CC(=O)OC(C)(C)C)C tert-butyl 2-(3-carbamoyl-4-fluoro-2-methylphenyl)acetate